OC1=C(C=CC(=C1)C(F)(F)F)C1=C2C(=C(N=N1)NC[C@]1(COCC1)O)C=NC=C2 (R)-3-(((1-(2-hydroxy-4-(trifluoromethyl)phenyl)pyrido[3,4-d]pyridazin-4-yl)amino)methyl)tetrahydrofuran-3-ol